C(C)(C)(C)OC(=O)NC1(CCNCC1)C(=O)O 4-((t-Butoxycarbonyl)amino)piperidine-4-carboxylic acid